4-(4-bromophenyl)tetrahydro-2H-thiopyran-4-carboxylic acid BrC1=CC=C(C=C1)C1(CCSCC1)C(=O)O